C(C)(C)(C)C1=CC(=NC=C1)C1=NC=CC(=C1)C(C)(C)C.[Li] lithium 4,4'-di-tert-butyl-2,2'-bipyridine